4-(aminomethyl)-3-methoxypiperidine-1-carboxylic acid NCC1C(CN(CC1)C(=O)O)OC